2-[(2S,4S,5S)-1-(2,4-Dichlorophenyl)-5-hydroxy-2,6,6-trimethylheptan-4-yl]-2,4-dihydro-3H-1,2,4-triazol-3-thion ClC1=C(C=CC(=C1)Cl)C[C@@H](C[C@@H]([C@H](C(C)(C)C)O)N1N=CNC1=S)C